COC=1C=C(C=CC1NC(C1=CC(=CC=C1)Cl)=O)NC(=O)C1=CC=NC2=CC=CC=C12 N-(3-methoxy-4-(3-chlorobenzamido)phenyl)quinoline-4-carboxamide